C(C)(C)(C)N1C(C=CC1=O)=O N-t-Butyl-maleimide